6-bromo-2,2-dimethylcapronitrile BrCCCCC(C#N)(C)C